iridium palladium [Pd].[Ir]